FC(C=1C(=C(C=CC1)[C@@H](C)NC=1C2=C(N=CN1)C=NC(=C2)C2(CC2)CO)F)F (R)-(1-(4-((1-(3-(difluoromethyl)-2-fluorophenyl)ethyl)amino)-pyrido[3,4-d]pyrimidin-6-yl)cyclopropyl)methanol